trans-(9H-fluoren-9-yl)methyl ((6-(2-chloro-6-(6-(methylcarbamoyl)pyrimidin-4-yl)pyridin-4-yl) morpholin-2-yl)methyl)(methyl)carbamate ClC1=NC(=CC(=C1)[C@H]1O[C@@H](CNC1)CN(C(OCC1C2=CC=CC=C2C=2C=CC=CC12)=O)C)C1=NC=NC(=C1)C(NC)=O